C(=O)(O)C1C(C(C(C1)C(=O)O)CC(=O)O)C(=O)O 1,2,4-tricarboxy-3-carboxymethyl-cyclopentane